(E)-1-(1H-indol-3-yl)-3-(phenylsulfonyl)prop-2-en-1-one N1C=C(C2=CC=CC=C12)C(\C=C\S(=O)(=O)C1=CC=CC=C1)=O